O=C1NC(CCC1N1C(C2=CC=CC(=C2C1)C=1C=C(CC=2C(=NC=C(C2)C=2N=CC3=C(C=CC=C3C2)C2=CC(=CC=3NC(C[C@H](NC32)C)=O)CC)C(=O)N)C=CC1)=O)=O (3-(2-(2,6-Dioxopiperidin-3-yl)-1-oxoisoindolin-4-yl)benzyl)-5-(8-((R)-8-ethyl-4-methyl-2-oxo-2,3,4,5-tetrahydro-1H-benzo[b][1,4]diazepin-6-yl)isoquinolin-3-yl)picolinamide